CC1=C2C=CNC2=CC(=C1)C#N 4-Methyl-1H-indole-6-carbonitrile